C(C=C)(=O)O.C(C=C)(=O)O.CCCCCCCCCCO 10-decanol diacrylate